OC1=NSC(=C1C1=CC2=CC=CC=C2C=C1)C1=CC=NC=C1 3-hydroxy-4-(2-naphthyl)-5-(4-pyridyl)-isothiazole